Tri(4-methyl-3-heptyl)citrat CC(C(CC)C(C(C(C(=O)[O-])(C(CC)C(CCC)C)C(CC)C(CCC)C)(O)C(=O)[O-])C(=O)[O-])CCC